7-(trimethylsilyl)-4,6-heptadiyn-2-ol C[Si](C#CC#CCC(C)O)(C)C